FC(C1OCC2=CC(=CC=C12)C(=O)O)(F)F 1-trifluoromethyl-1,3-dihydroisobenzofuran-5-carboxylic acid